methyl 1-((1-(tert-Butoxycarbonyl) piperidin-4-yl) methyl)-3,3-dimethyl-2-oxoindoline-6-carboxylate C(C)(C)(C)OC(=O)N1CCC(CC1)CN1C(C(C2=CC=C(C=C12)C(=O)OC)(C)C)=O